C(C1=CC=CC=C1)OC=1C(C=CN2N([C@H]3N(C(C21)=O)CCOC3)C3C2=C(SCC1=C3C=CC(=C1F)F)C=CS2)=O (12aR)-7-benzyloxy-12-(6,7-difluoro-5,10-dihydrothieno[3,2-c][2]benzothiepin-10-yl)-3,4,12,12a-tetrahydro-1H-[1,4]oxazino[3,4-c]pyrido[2,1-f][1,2,4]triazine-6,8-dione